Ethyl 2-(1,4-dibenzyl-2,5-dioxo-2,5-dihydro-1H-pyrrol-3-yl)acetate C(C1=CC=CC=C1)N1C(C(=C(C1=O)CC1=CC=CC=C1)CC(=O)OCC)=O